1-(3-chloropyridin-2-yl)-3-((methylsulfonyl)oxy)-4,5-dihydro-1H-pyrazole-5-carboxylic acid ethyl ester C(C)OC(=O)C1CC(=NN1C1=NC=CC=C1Cl)OS(=O)(=O)C